phenyl 3-[(2S)-2-ethyl-2-methyl-pyrrolidine-1-carbonyl]-8-methoxy-1-(2-thienyl)-5,6-dihydropyrrolo[2,1-a]isoquinoline-9-carboxylate C(C)[C@@]1(N(CCC1)C(=O)C1=CC(=C2N1CCC1=CC(=C(C=C21)C(=O)OC2=CC=CC=C2)OC)C=2SC=CC2)C